CC1C2CC2(CC1O)C(C)C Thujyl Alcohol